2-[6-[(2S,6S)-2,6-bis(hydroxymethyl)morpholin-4-yl]pyridazin-3-yl]-3,5-dimethyl-phenol OC[C@@H]1CN(C[C@H](O1)CO)C1=CC=C(N=N1)C1=C(C=C(C=C1C)C)O